4-(2,7-di(naphthalen-2-yl)-9H-carbazol-9-yl)benzonitrile C1=C(C=CC2=CC=CC=C12)C1=CC=2N(C3=CC(=CC=C3C2C=C1)C1=CC2=CC=CC=C2C=C1)C1=CC=C(C#N)C=C1